F[B-](F)(F)F.C(CC)[N+]1=CC=CC=C1 1-Propylpyridinium tetrafluoroborat